(Z)-5-(2,4-dimethoxybenzylidene)-1-(4-methoxyphenyl)pyrimidine-2,4,6(1H,3H,5H)-trione COC1=C(\C=C/2\C(NC(N(C2=O)C2=CC=C(C=C2)OC)=O)=O)C=CC(=C1)OC